(M)-6-[4-[4-(aminomethyl)-1-oxo-2H-phthalazin-6-yl]-2-methyl-pyrazol-3-yl]-3-chloro-7-fluoro-quinoline-5-carbonitrile NCC1=NNC(C2=CC=C(C=C12)C1=C(N(N=C1)C)C1=C(C=2C=C(C=NC2C=C1F)Cl)C#N)=O